CN1N=CC(=C1)C1=CC(=C2C(=N1)N(N=N2)CC=2C=C1C=CC=NC1=CC2)N 5-(1-Methyl-1H-pyrazol-4-yl)-3-(quinolin-6-ylmethyl)-3H-[1,2,3]triazolo-[4,5-b]pyridin-7-amine